(4aR,8aS)-6-(4-((2-chloro-4-(trifluoromethyl)benzyl)oxy)piperidine-1-carbonyl)hexahydro-2H-pyrido[4,3-b][1,4]oxazin-3(4H)-one ClC1=C(COC2CCN(CC2)C(=O)N2C[C@@H]3[C@@H](OCC(N3)=O)CC2)C=CC(=C1)C(F)(F)F